4-fluoro-2-methyl-5-nitro-benzenesulfonyl chloride FC1=CC(=C(C=C1[N+](=O)[O-])S(=O)(=O)Cl)C